7-(8-fluoro-2-methyl-imidazo[1,2-a]pyridin-6-yl)-2-(4-piperidyl)-[1,3,4]thiadiazolo[3,2-a]pyrimidin-5-one FC=1C=2N(C=C(C1)C=1N=C3N(C(C1)=O)N=C(S3)C3CCNCC3)C=C(N2)C